C(C)(=O)OC1=CC=C(C=C1)C(C)(C)C1=CC=C(C=C1)C(C)=O 4-(4-acetylcumyl)phenol acetate